tert-butyl 1'-(3-(2,6-dioxopiperidin-3-yl)-2-oxo-2,3-dihydrobenzo[d]oxazol-6-yl)-[1,4'-bipiperidine]-4-carboxylate O=C1NC(CCC1N1C(OC2=C1C=CC(=C2)N2CCC(CC2)N2CCC(CC2)C(=O)OC(C)(C)C)=O)=O